methyl 2-(5-bromo-4-(methoxymethyl)pyrimidin-2-yl)acetate BrC=1C(=NC(=NC1)CC(=O)OC)COC